(1R,5S)-3-(3-Fluoro-6-methyl-5-(1-(4-nitro-1H-pyrazol-1-yl)ethyl)pyridin-2-yl)-3-azabicyclo[3.1.0]hexan-2-one FC=1C(=NC(=C(C1)C(C)N1N=CC(=C1)[N+](=O)[O-])C)N1C([C@@H]2C[C@@H]2C1)=O